(1R,2R)-2-fluoro-N-(3-(6-((R)-1-hydroxypropyl)-4-methylpyridin-3-yl)-2-(1-methyl-1H-imidazol-2-yl)-1,6-naphthyridin-7-yl)cyclopropane-1-carboxamide F[C@H]1[C@H](C1)C(=O)NC1=NC=C2C=C(C(=NC2=C1)C=1N(C=CN1)C)C=1C=NC(=CC1C)[C@@H](CC)O